FC(OC1=C(C(=O)NCC2=NN3C(=NC=4C=CC=CC4C3=C2)SCC2CN(C2)CC(=O)O)C=CC=C1)(F)F 2-(3-(((2-((2-(trifluoromethoxy)benzamido)methyl)pyrazolo[1,5-c]quinazolin-5-yl)thio)methyl)azetidin-1-yl)acetic acid